4-[2,6-difluoro-4-(5-methoxyindol-1-yl)phenoxy]butanoic acid FC1=C(OCCCC(=O)O)C(=CC(=C1)N1C=CC2=CC(=CC=C12)OC)F